(R)-N-(1-(3-Amino-5-(trifluoromethyl)phenyl)ethyl)-7-ethynyl-6-(2-methoxyethoxy)-2-Methylquinazolin-4-amine NC=1C=C(C=C(C1)C(F)(F)F)[C@@H](C)NC1=NC(=NC2=CC(=C(C=C12)OCCOC)C#C)C